CC(CN1C(NC(C=2NC=NC12)=O)=S)NC(=O)C1=NC2=CC=CC=C2C=C1 N-[1-Methyl-2-(6-oxo-2-thioxo-1,2,6,7-tetrahydro-3H-purin-3-yl)ethyl]quinoline-2-carboxamide